C(#N)C1=CC=C(CNC(=O)C2=CC=3C(=C(N=NC3)OCC3(CC3)S(=O)(=O)C3CCC3)N(C2=O)C)C=C1 N-(4-cyanobenzyl)-8-((1-(cyclobutylsulfonyl)cyclopropyl)methoxy)-1-methyl-2-oxo-1,2-dihydropyrido[2,3-d]pyridazine-3-carboxamide